4,5-difluoro-6-methoxy-2-(2-(methoxymethyl)-7-methylquinoxalin-5-yl)benzo[d]Thiazole FC1=C(C(=CC2=C1N=C(S2)C2=C1N=CC(=NC1=CC(=C2)C)COC)OC)F